tert-butyl 3-(5-[(5-chlorothiophen-2-yl)methyl]amino-1-(3-methoxy-2,2-dimethylpropanoyl)-1H-pyrazol-3-yl)-3-methylpiperidine-1-carboxylate ClC1=CC=C(S1)CNC1=CC(=NN1C(C(COC)(C)C)=O)C1(CN(CCC1)C(=O)OC(C)(C)C)C